N-((1-((3R)-1-(benzyloxy)-3,4-dihydroxybutyl)cyclobutyl)methyl)-2-nitrobenzenesulfonamide C(C1=CC=CC=C1)OC(C[C@H](CO)O)C1(CCC1)CNS(=O)(=O)C1=C(C=CC=C1)[N+](=O)[O-]